(6-Chloropyridin-2-yl)(2-(3,3-difluorocyclobutyl)-4,4-difluoro-3-hydroxypyrrolidin-1-yl)methanone ClC1=CC=CC(=N1)C(=O)N1C(C(C(C1)(F)F)O)C1CC(C1)(F)F